2-fluoro-6-methoxy-3-(4,4,5,5-tetramethyl-1,3,2-dioxaborolan-2-yl)pyridin-4-amine FC1=NC(=CC(=C1B1OC(C(O1)(C)C)(C)C)N)OC